5-(4-fluorophenyl)-1-[2-(2,2,2-trifluoroethoxy)phenyl]-1,4,5,6-tetrahydropyrrolo[3,4-c]pyrazole FC1=CC=C(C=C1)N1CC=2N(N=CC2C1)C1=C(C=CC=C1)OCC(F)(F)F